[Si](C)(C)(C(C)(C)C)OCC1CCC(CN1)(O)C rel-(2S,5R)-6-(((tert-butyldimethylsilyl)oxy)methyl)-3-methylpiperidin-3-ol